(4R)-4-[[2-chloro-3-[3-(3,5-difluorophenyl)-2,7-dimethyl-5,7-dihydro-4H-pyrazolo[3,4-c]pyridine-6-carbonyl]-5-fluoro-phenoxy]methyl]imidazolidin-2-one ClC1=C(OC[C@@H]2NC(NC2)=O)C=C(C=C1C(=O)N1C(C=2C(CC1)=C(N(N2)C)C2=CC(=CC(=C2)F)F)C)F